C(C)(=O)C1CCCC1 2-acetyl-cyclopentane